NCCC(C)O[Si](OCC)(OCC)CCCN aminoethyl-aminopropyl-triethoxysilane